ClC1=CC(=C2C(=N1)C(=CS2)C#N)NCC=2SC=CC2 5-chloro-7-{[(thiophen-2-yl)methyl]amino}thieno[3,2-b]pyridine-3-carbonitrile